1-(7-((3R,4R)-4-(2-chlorophenyl)-1-(2,2,2-trifluoroethyl)pyrrolidine-3-carbonyl)-5,5-difluoro-2,7-diazaspiro[3.5]nonan-2-yl)prop-2-en-1-one ClC1=C(C=CC=C1)[C@H]1[C@H](CN(C1)CC(F)(F)F)C(=O)N1CC(C2(CN(C2)C(C=C)=O)CC1)(F)F